N-{[4-({[(6,6',7,7'-tetrahydroxy-2,4'-dioxo-2H,4'H-3,3'-bichromen-5'-yl)carbonyl]oxy}methyl)-1H-1,2,3-triazol-1-yl]acetyl}-L-glutamic acid OC=1C=C2C=C(C(OC2=CC1O)=O)C1=COC2=CC(=C(C(=C2C1=O)C(=O)OCC=1N=NN(C1)CC(=O)N[C@@H](CCC(=O)O)C(=O)O)O)O